(S)-N-((S)-3-oxo-1-((S)-2-oxopyrrolidin-3-yl)-4-(trifluoromethoxy)butan-2-yl)-5-((R)-tetrahydrofuran-2-carbonyl)-5-azaspiro[2.4]heptane-6-carboxamide O=C([C@H](C[C@H]1C(NCC1)=O)NC(=O)[C@H]1N(CC2(CC2)C1)C(=O)[C@@H]1OCCC1)COC(F)(F)F